Cl.NC12CCC(CC1)(CC2)C(=O)N2CCN(CC2)C=2C=C1CN(C(C1=CC2)=O)C2C(NC(CC2)=O)=O 3-[5-(4-{4-aminobicyclo[2.2.2]octane-1-carbonyl}piperazin-1-yl)-1-oxo-3H-isoindol-2-yl]piperidine-2,6-dione hydrochloride